C(C(=O)OCC)(=O)OCCC(CCCC(C)C)C 3,7-dimethyloctyl ethyl oxalate